(E)-2-(hydroxyimino)-5,8-dimethoxy-6-methyl-3,4-dihydronaphthalen-1(2H)-one O\N=C/1\C(C2=C(C=C(C(=C2CC1)OC)C)OC)=O